FC=1C(=C(C=CC1)C=1C(=C(N=C2[C@H]3C([C@@H](CC12)C3)(C)C)N3CC1(CN(C1)C(C=C)=O)CC3)C#N)O (1R,9R)-6-(3-fluoro-2-hydroxyphenyl)-10,10-dimethyl-4-(2-(2-propenoyl)-2,6-diazaspiro[3.4]octan-6-yl)-3-azatricyclo[7.1.1.02,7]undeca-2,4,6-triene-5-carbonitrile